2-(5-(2,6-Dichlorophenyl)thiophen-2-yl)-N-(3-(1,1-dioxidothiomorpholino)propyl)acetamid ClC1=C(C(=CC=C1)Cl)C1=CC=C(S1)CC(=O)NCCCN1CCS(CC1)(=O)=O